3-((R)-3-Methylpiperazin-1-yl)piperidine-2,6-dione TFA salt OC(=O)C(F)(F)F.C[C@@H]1CN(CCN1)C1C(NC(CC1)=O)=O